ClC1=CC=C2C(=N1)NC(=C2)C(=O)O 6-chloro-1H-pyrrolo[2,3-b]pyridine-2-carboxylic acid